(1S,2S)-N-[(1R)-1-(4-ethoxyphenyl)-2-methoxy-ethyl]-2',3'-dihydrospiro[cyclopropane-1,1'-indene]-2-carboxamide C(C)OC1=CC=C(C=C1)[C@H](COC)NC(=O)[C@H]1C[C@@]12CCC1=CC=CC=C21